N=C(C(C(=O)OC(C(C(C)=N)O)=O)O)C imino-α-hydroxybutyric acid, anhydride